C(C)C1=C(C(=C(C=N1)C(=O)N)O)C1=CC=C(C=C1)F 6-ethyl-5-(4-fluorophenyl)-4-hydroxypyridine-3-carboxamide